BrC1=C(C=C2C(=NC(=NC2=C1F)OC[C@]12CCCN2C[C@@H](C1)F)N1C[C@@](CCC1)(O)C)I (R)-1-(7-bromo-8-fluoro-2-(((2R,7aS)-2-fluorotetrahydro-1H-pyrrolizin-7a(5H)-yl)methoxy)-6-iodoquinazolin-4-yl)-3-methylpiperidin-3-ol